C1(CC1)OC1=CC(=C(N)C=C1)C 4-(cyclopropoxy)-2-methylaniline